C1(CC1)CCN(C1=C2CN(C(C2=CC=C1)=O)C1C(NC(CC1)=O)=O)CC1CCN(CC1)C 3-(4-((2-cyclopropylethyl)((1-methylpiperidin-4-yl)methyl)amino)-1-oxoisoindolin-2-yl)piperidine-2,6-dione